[N+](=O)([O-])C1=C(C(C(=O)O)=CC(=C1)[N+](=O)[O-])O.NN hydrazine 3,5-dinitrosalicylate